2-fluoro-4-(((1-methylcyclopropyl)sulfonyl)carbamoyl)-3-(pyrrolidin-1-yl)benzoic acid FC1=C(C(=O)O)C=CC(=C1N1CCCC1)C(NS(=O)(=O)C1(CC1)C)=O